C(C)(C)(C)OC(C=CCOC(C(C)=O)=O)=O 4-((2-oxopropionyl)oxy)but-2-enoic acid tert-butyl ester